ethyl-benzidine hydrochloride Cl.C(C)C1=C(C=CC(=C1)N)C1=CC=C(N)C=C1